C(C)OC1=CC=C(C=N1)C1=CN=CC(=N1)C(=O)NCCC1=C(C=CC(=C1)OC)C 6-(6-ethoxypyridin-3-yl)-N-(5-methoxy-2-methylphenethyl)pyrazine-2-carboxamide